CN1CCN(CC1)CCN1C=2C(OCC1)=CC=C1C2N=C(S1)N1C(NC[C@H]1C#CC)=O |r| (RS)-1-{9-[2-(4-methyl-piperazin-1-yl)ethyl]-8,9-dihydro-7H-thiazolo[4',5':3,4]benz[1,2-b][1,4]oxazin-2-yl}-5-(prop-1-yn-1-yl)imidazolidin-2-one